BrC1=NN(C2=CC(=CC=C12)COC1=CC=C(C=C1)C(CC(=O)OC)C)C1CCCC1 methyl 3-(4-((3-bromo-1-cyclopentyl-1H-indazol-6-yl)methoxy)phenyl)butanoate